ClC=1C(=C(C(=O)OC)C(=CC1)NC(C)C=1C=C(C=C2C(C=C(OC12)SCC)=O)C)F Methyl 3-chloro-6-[1-(2-ethylsulfanyl-6-methyl-4-oxo-chromen-8-yl)ethylamino]-2-fluoro-benzoate